imidazole ammonium salt [NH4+].N1C=NC=C1